COC1=C(C=C(CN2CCN(CC2)C(=O)OC=2C=NC=C(C2)F)C=C1)C(F)(F)F 5-Fluoropyridin-3-yl 4-(4-methoxy-3-(trifluoromethyl) benzyl)piperazine-1-carboxylate